FC=1C=C2C(C(=CN3CCCOC(C1F)=C32)C(=O)O)=O 7,8-difluoro-4-oxo-10-oxa-1-azatricyclo[7.4.1.05,14]tetradeca-2,5,7,9(14)-tetraene-3-carboxylic acid